C(OCF)(OC)=O fluoromethyl (methyl) carbonate